ethyl (3S)-3-[(tert-butoxycarbonyl)amino]-3-{2'-[(3,4-dimethylphenyl)methoxy]-4-fluoro-5,6'-dimethyl-4'-(oxetan-3-yl)-[1,1'-biphenyl]-3-yl}propanoate C(C)(C)(C)OC(=O)N[C@@H](CC(=O)OCC)C=1C=C(C=C(C1F)C)C1=C(C=C(C=C1C)C1COC1)OCC1=CC(=C(C=C1)C)C